O1CCC(=CC1)C=1N=C(C2=C(N1)C(N(C2)C(C)C)=O)NC2=CC=C(C=C2)C2=CC=C(C=C2)O 2-(3,6-dihydro-2H-pyran-4-yl)-4-((4'-hydroxy[1,1'-biphenyl]-4-yl)amino)-6-isopropyl-5,6-dihydro-7H-pyrrolo[3,4-d]pyrimidin-7-one